C1(CC1)C=1NC(=NN1)C1CC2(CN(C2)C(=O)N2CC(C2)NS(=O)(=O)C2CCC(CC2)(F)F)C1 N-[1-[6-(5-cyclopropyl-4H-1,2,4-triazol-3-yl)-2-azaspiro[3.3]heptane-2-carbonyl]azetidin-3-yl]-4,4-difluoro-cyclohexanesulfonamide